N-dimethylbenzylamine CN(C)CC1=CC=CC=C1